6-chloro-2-(2-(difluoromethyl)phenyl)-3-fluoro-1-((2-(trimethylsilyl)ethoxy)methyl)-1H-pyrrolo[2,3-b]pyridine ClC1=CC=C2C(=N1)N(C(=C2F)C2=C(C=CC=C2)C(F)F)COCC[Si](C)(C)C